(S)-N-(2-(7-ethyl-7-hydroxy-8,11-dioxo-7,8,11,13-tetrahydro-10H-[1,3]dioxolano[4,5-g]pyrano[3',4':6,7]indolizino[1,2-b]quinolin-14-yl)ethyl)-2-hydroxy-N-propylacetamide C(C)[C@]1(C(OCC=2C(N3CC=4C(=NC=5C=C6C(=CC5C4CCN(C(CO)=O)CCC)OCO6)C3=CC21)=O)=O)O